tert-Butyl (S)-3-((4-((2,3-difluoro-4-hydroxyphenyl)amino)pyrido[3,2-d]pyrimidin-6-yl)oxy)pyrrolidine-1-carboxylate FC1=C(C=CC(=C1F)O)NC=1C2=C(N=CN1)C=CC(=N2)O[C@@H]2CN(CC2)C(=O)OC(C)(C)C